[N+](=O)([O-])C=1C=NN(C1)C1CCC2(CNC2)CC1 7-(4-Nitro-1H-pyrazol-1-yl)-2-azaspiro[3.5]nonane